ClC1=C(C=CC=C1)C[C@@H](C(=O)O)NCC (2S)-3-(2-chlorophenyl)-2-(ethylamino)propanoic acid